(e)-2-benzylidene-7-bromo-1-tetralone C(/C1=CC=CC=C1)=C/1\C(C2=CC(=CC=C2CC1)Br)=O